FC([C@@H](C1=CC=C(C=C1)C=1N(C=C(N1)C(F)(F)F)C(C)C)N([S@@](=O)C(C)(C)C)C)F (S)-N-((R)-2,2-difluoro-1-(4-(1-isopropyl-4-(trifluoromethyl)-1H-imidazol-2-yl)phenyl)ethyl)-N,2-dimethylpropane-2-sulfinamide